2-(1-fluoro-1-methyl-ethyl)piperazine FC(C)(C)C1NCCNC1